COC(=O)[C@@H]1C[C@@H](CCC1)CC(=O)O ((1R,3S)-3-(methoxycarbonyl)cyclohexyl)acetic acid